1-(6-{[4-ethyl-5-(4-fluorophenyl)-1-methyl-1H-pyrazol-3-yl]amino}pyrimidin-4-yl)-3,5-dimethyl-1H-pyrazole-4-carbaldehyde C(C)C=1C(=NN(C1C1=CC=C(C=C1)F)C)NC1=CC(=NC=N1)N1N=C(C(=C1C)C=O)C